N1CCC12CN(C2)C=2C=CC=1N=CN=C(C1N2)NC2=C(C(=CC=C2)C#C)F 6-(1,6-diazaspiro[3.3]heptan-6-yl)-N-(3-ethynyl-2-fluoro-phenyl)pyrido[3,2-d]pyrimidin-4-amine